C1(CC1)C1=NC2=CC(=C(C=C2C(=N1)N1CCC(CC1)C1=C(C=CC(=C1)F)OC)N(CCO)C)C 2-({2-cyclopropyl-4-[4-(5-fluoro-2-methoxy-phenyl)-piperidin-1-yl]-7-methyl-quinazolin-6-yl}-methyl-amino)-ethanol